2-methyl-5-(thiazol-5-yl)-1H-benzo[d]imidazole-7-carboxylic acid CC1=NC2=C(N1)C(=CC(=C2)C2=CN=CS2)C(=O)O